tert-butyl 3-(aminomethyl)-3-hydroxypyrrolidine-1-carboxylate NCC1(CN(CC1)C(=O)OC(C)(C)C)O